[N+](=O)([O-])C=1C=C2C=NC=NC2=CC1 6-nitroquinazoline